acryloxyheptadecyldifluoromethylsilane C(C=C)(=O)OCCCCCCCCCCCCCCCCC[SiH2]C(F)F